8-methyl-8-tricyclo[5.2.1.02,6]decyl methacrylate C(C(=C)C)(=O)OC1(C2C3CCCC3C(C1)C2)C